4-(4-chlorophenyl)-6,6-dimethyl-2,5-dihydropyran-3-carbaldehyde ClC1=CC=C(C=C1)C1=C(COC(C1)(C)C)C=O